(1H-1,2,4-Triazol-3-yl)methyl (3-chloro-1-((3-chloro-4-fluorophenyl)carbamoyl)-2-methyl-4,5,6,7-tetrahydro-2H-isoindol-4-yl)carbamate ClC=1N(C(=C2CCCC(C12)NC(OCC1=NNC=N1)=O)C(NC1=CC(=C(C=C1)F)Cl)=O)C